N-{1-[(4-{N-[(7S)-4-Fluorobicyclo[4.2.0]octa-1,3,5-trien-7-yl]-N'-hydroxycarbamimidoyl}-1,2,5-oxadiazol-3-yl)oxy]-2-methylpropan-2-yl}-2-hydroxyacetamid FC1=CC=C2C[C@@H](C2=C1)NC(=NO)C=1C(=NON1)OCC(C)(C)NC(CO)=O